FC1=C(C=C(C=C1)F)[C@@H]1N(CCC1)C1=NC=2N(C=C1)N=CC2C(=O)NCCC2=CN=CN2C (R)-5-(2-(2,5-difluorophenyl)pyrrolidin-1-yl)-N-(2-(1-methyl-1H-imidazol-5-yl)ethyl)pyrazolo[1,5-a]pyrimidine-3-carboxamide